FC1=C(C(=O)N[C@@H]2C(N(C3=C(OC2)C=CC(=C3)C3=CC(N(C=C3)CC(C)(C)O)=O)C)=O)C=C(C(=C1)F)NC(C)C (S)-2,4-difluoro-N-(7-(1-(2-hydroxy-2-methylpropyl)-2-keto-1,2-dihydropyridin-4-yl)-5-methyl-4-keto-2,3,4,5-tetrahydrobenzo[b][1,4]oxazepin-3-yl)-5-(isopropylamino)benzamide